Z-[(1S)-1-{[(1S)-1-{[3,5-dichloro-4-(iodomethyl)phenyl]carbamoyl}ethyl]carbamoyl}-2-methylpropyl]-6-(2,5-dioxo-2,5-dihydro-1H-pyrrol-1-yl)hexanamide ClC=1C=C(C=C(C1CI)Cl)NC(=O)[C@H](C)NC(=O)[C@@H](C(C)C)C(C(=O)N)CCCCN1C(C=CC1=O)=O